FC1=C(C=CC=C1)C1=NCC2=NN=C(N2C=2SC=3CC(CC3C12)C(=O)OC)C methyl 9-(2-fluorophenyl)-3-methyl-16-thia-2,4,5,8-tetraazatetracyclo-[8.6.0.02,6.011,15]hexadeca-1(10),3,5,8,11(15)-pentaene-13-carboxylate